FC1=C(C(=CC=C1)F)CS(=O)(=O)NC1=CC=C(C=C1)NC(=O)NCC1=CC=NC=C1 1-(2,6-difluorophenyl)-N-(4-(3-(pyridin-4-ylmethyl)ureido)phenyl)methanesulfonamide